O=C1N(CCC12C1CN(CC2CC1)C(=O)OC(C)(C)C)C=1C=NC(=CC1)C(F)(F)F tert-butyl 2'-oxo-1'-(6-(trifluoromethyl)pyridin-3-yl)-3-azaspiro[bicyclo[3.2.1]octane-8,3'-pyrrolidine]-3-carboxylate